Ethyl 5-(9H-carbazol-2-yl)-2-((2-(trimethylsilyl)ethoxy)methyl)-2H-1,2,3-triazole-4-carboxylate C1=C(C=CC=2C3=CC=CC=C3NC12)C=1C(=NN(N1)COCC[Si](C)(C)C)C(=O)OCC